Ditolylamin C1(=C(C=CC=C1)NC1=C(C=CC=C1)C)C